N,N-dimethyl-piperidin-4-amin CN(C1CCNCC1)C